3-(2-methoxyphenyl)-N-(5-((1-phenoxypropan-2-yl)oxy)-1,3,4-thiadiazol-2-yl)isonicotinamide COC1=C(C=CC=C1)C1=C(C(=O)NC=2SC(=NN2)OC(COC2=CC=CC=C2)C)C=CN=C1